tert-butyl 4-(5-((6-(3,5-dichlorophenyl)-4-(hydroxymethyl)pyridine-2-yl)oxy)pyrimidin-2-yl)piperazine-1-carboxylate ClC=1C=C(C=C(C1)Cl)C1=CC(=CC(=N1)OC=1C=NC(=NC1)N1CCN(CC1)C(=O)OC(C)(C)C)CO